C(C)C=1C(NC2=C(N1)N=CC(=C2)CN2CCN([C@@H]1CC[C@H]21)C=2C=CC(=NC2)C(=O)NC)=O 5-((1R,6S)-5-((3-ethyl-2-oxo-1,2-dihydropyrido[2,3-b]pyrazin-7-yl)methyl)-2,5-diazabicyclo[4.2.0]oct-2-yl)-N-methylpicolinamide